CN1N=C(C(=C1)[N+](=O)[O-])O[C@@H]1[C@@H](OC1)C 1-methyl-3-(((2s,3s)-2-methyloxetan-3-yl)oxy)-4-nitro-1H-pyrazole